NC1=C(C(=NN1C1C(CN(C1)C(=O)OC(C)(C)C)(F)F)C1=CC(=C(C=C1)CNC(C1=C(C=CC=C1)OC)=O)F)C#N tert-Butyl 4-[5-amino-4-cyano-3-[3-fluoro-4-[[(2-methoxybenzoyl)amino]methyl]phenyl]pyrazol-1-yl]-3,3-difluoro-pyrrolidine-1-carboxylate